C(C)(C)(C)OC(=O)C=1NC2=CC(=CC=C2C1)NC([C@H](CC1=CC=CC=C1)N1C(C(N(CC1)C1=C(C=CC(=C1)Cl)N1N=NN=C1)=O)=O)=O (S)-6-(2-(4-(5-chloro-2-(1H-tetrazol-1-yl)phenyl)-2,3-dioxopiperazin-1-yl)-3-phenylpropionamido)-1H-indole-2-carboxylic acid tert-butyl ester